2-(vinyloxy)acetonitrile C(=C)OCC#N